FC1=C(C=C(C=C1)C1CC1C(=O)N)C(F)(F)F 3-(4-fluoro-3-(trifluoromethyl)phenyl)cyclopropane-1-carboxamide